N-(4,7-Dimethoxy-benzothiazol-2-yl)-2-(4-ethanesulfonyl-phenyl)-2-(4-methoxy-phenoxy)-acetamide COC1=CC=C(C2=C1N=C(S2)NC(C(OC2=CC=C(C=C2)OC)C2=CC=C(C=C2)S(=O)(=O)CC)=O)OC